C(C)(C)C=1C=C(C=CC1)NC1=NC2=C(C=3N1N=C(C3)C(=O)O)C=NC=C2 6-((3-isopropylphenyl)amino)pyrazolo[1,5-c]pyrido[3,4-e]pyrimidine-9-carboxylic Acid